BrC=1C2=CC=CC=C2C=2C=C(C=CC2C1)C(=O)N1[C@H]([C@H](NCC1)C(=O)O)C(=O)O |o1:18,19| (2R*,3S*)-1-(9-bromophenanthrene-3-carbonyl)piperazine-2,3-dicarboxylic acid